5-((4-(cyclohexyl-amino)-5-(trifluoromethyl)pyrimidin-2-yl)amino)benzo[c][1,2]oxaborol-1(3H)-ol C1(CCCCC1)NC1=NC(=NC=C1C(F)(F)F)NC1=CC2=C(B(OC2)O)C=C1